C(C1=CC=CC=C1)N1CCC(CC1)C=1C(=C2CN(C(C2=CC1)=O)C1C(NC(CC1)=O)=O)F 3-(5-(1-benzylpiperidin-4-yl)-4-fluoro-1-oxoisoindolin-2-yl)piperidine-2,6-dione